(3-([1,1'-biphenyl]-2-ylethynyl)-1H-indazol-5-yl)(7-methyl-2,7-diazaspiro[3.5]nonan-2-yl)methanone C1(=C(C=CC=C1)C#CC1=NNC2=CC=C(C=C12)C(=O)N1CC2(C1)CCN(CC2)C)C2=CC=CC=C2